1,3-dimethylpiperidin-4-amine dihydrochloride Cl.Cl.CN1CC(C(CC1)N)C